3-hydroxy-1-(4'-aminophenyl)pyrrolidine methyl-2',4',5',6'-tetrahydro-5H-spiro[furo[3,4-d]pyrimidine-7,3'-pyran]-2-carboxylate COC(=O)C=1N=CC2=C(N1)C1(COCCC1)OC2.OC2CN(CC2)C2=CC=C(C=C2)N